NC1=C2C(=NC=N1)N(N=C2C2=CC=C(C=C2)OC2=CC=CC=C2)[C@H]2CN(CCC2)C(CCCCSC2=CC(=C1C(N(C(C1=C2)=O)C2C(NC(CC2)=O)=O)=O)F)=O 6-((5-((R)-3-(4-amino-3-(4-phenoxyphenyl)-1H-pyrazolo[3,4-d]pyrimidin-1-yl)piperidine-1-yl)-5-oxopentyl)thio)-2-(2,6-dioxopiperidin-3-yl)-4-fluoroisoindoline-1,3-dione